ClC=1C=C(C=CC1OC)[N+]#[C-] 3-CHLORO-4-METHOXYPHENYL ISOCYANIDE